COC1=NN(C=C1B1OC(C(O1)(C)C)(C)C)CC1=CC=C(C(=O)OC)C=C1 Methyl 4-((3-methoxy-4-(4,4,5,5-tetramethyl-1,3,2-dioxaborolan-2-yl)-1H-pyrazol-1-yl)methyl)benzoate